6-(1-methyl-1H-pyrazol-3-yl)pyridinecarboxamide tert-butyl-(S)-6-oxa-2,9-diazaspiro[4.5]decane-2-carboxylate C(C)(C)(C)OC(=O)N1C[C@@]2(CC1)OCCNC2.CN2N=C(C=C2)C2=CC=CC(=N2)C(=O)N